FC1=C(C2=C(COC(OC2)C=2N=C(SC2)C2CCN(CC2)C(CN2N=C(C=C2C)C(F)(F)F)=O)C=C1)OS(=O)(=O)C 4-[4-(7-fluoro-6-methylsulfonyloxy-1,5-dihydro-3H-2,4-benzodioxepin-3-yl)-2-thiazolyl]-1-[2-[5-methyl-3-(trifluoromethyl)-1H-pyrazol-1-yl]acetyl]piperidine